3-(1-oxo-4-((7-(((1S,2R,4S)-1,7,7-trimethylbicyclo[2.2.1]heptan-2-yl)oxy)heptyl)thio)isoindolin-2-yl)piperidine-2,6-dione O=C1N(CC2=C(C=CC=C12)SCCCCCCCO[C@H]1[C@]2(CC[C@@H](C1)C2(C)C)C)C2C(NC(CC2)=O)=O